2-((2R,6S)-2,6-dimethylpiperazin-1-yl)-N-(4-(2,6-dioxopiperidin-3-yl)phenyl)acetamide C[C@H]1N([C@H](CNC1)C)CC(=O)NC1=CC=C(C=C1)C1C(NC(CC1)=O)=O